1-(4,7-dichloropyrido[2,3-d]pyrimidin-6-yl)cyclopropane-1-carbonitrile ClC=1C2=C(N=CN1)N=C(C(=C2)C2(CC2)C#N)Cl